ClC1=C2C(=NC=C1)NCC2(CC)C=2C=C(C=CC2)N2C(CN(CC2)CC2CN(C2)C(=O)OC(C)(C)C)=O tert-butyl (3-{[4-(3-{4-chloro-3-ethyl-1H-pyrrolo[2,3-b]pyridin-3-yl} phenyl)-3-oxopiperazin-1-yl] methyl} azetidin-1-yl)carboxylate